tert-butyl 6-((2-cyclopropyl-6-(trifluoromethyl)pyridin-3-yl)sulfonyl)-2,6-diazaspiro[3.3]heptane-2-carboxylate C1(CC1)C1=NC(=CC=C1S(=O)(=O)N1CC2(CN(C2)C(=O)OC(C)(C)C)C1)C(F)(F)F